trimethylammonium methyl-sulfate salt COS(=O)(=O)[O-].C[NH+](C)C